Cl.Cl.OC(COC=1C=CC=2N(C1)N=CC2C#N)(C)C 6-(2-hydroxy-2-methylpropyloxy)Pyrazolo[1,5-a]Pyridine-3-carbonitrile dihydrochloride